C1(=CC=CC=C1)P(C1=CC=CC=C1)N(C1CCCCC1)P(C1=CC=CC=C1)C1=CC=CC=C1 bis(diphenylphosphino)(cyclohexyl)amine